O=C1NC(CCC1N1C(C2=CC=CC(=C2C1)NC1=NC(=NC=C1)NC1=CC=C(C=C1)S(=O)(=O)N)=O)=O 4-((4-((2-(2,6-dioxopiperidin-3-yl)-1-oxoisoindolin-4-yl)amino)pyrimidin-2-yl)amino)benzenesulfonamide